N-(cyclopropylmethyl)-1-[5-[5-[(1R)-1-(3,5-dichloro-4-pyridinyl)ethoxy]-1-tetrahydropyran-2-yl-indazol-3-yl]-6-fluoro-2-pyridinyl]-3-methyl-azetidin-3-amine C1(CC1)CNC1(CN(C1)C1=NC(=C(C=C1)C1=NN(C2=CC=C(C=C12)O[C@H](C)C1=C(C=NC=C1Cl)Cl)C1OCCCC1)F)C